C(=O)C=1C(=C(C(=C2C=C(C(=CC12)C1=C(C2=C(C(=C(C(=C2C=C1C)C(C)C)O)O)C=O)O)C)C(C)C)O)O 8-formyl-6,7-dihydroxy-5-isopropyl-3-methyl-2-(8-formyl-1,6,7-trihydroxy-5-isopropyl-3-methylnaphthalen-2-yl)naphthalene